5-((5-cyano-4-(4-fluorophenyl)thiazol-2-yl)(isopropyl)amino)-6-ethylimidazo[2,1-b]thiazole C(#N)C1=C(N=C(S1)N(C1=C(N=C2SC=CN21)CC)C(C)C)C2=CC=C(C=C2)F